N[C@@H](CC(C(=O)O)C(=O)[O-])C(=O)[O-] γE-Carboxyglutamat